[FeH2].[K+3] potassium (III) iron hydride